8-(4,4-difluorocyclohex-1-en-1-yl)-6-methoxyquinoline-3-carboxylic acid FC1(CC=C(CC1)C=1C=C(C=C2C=C(C=NC12)C(=O)O)OC)F